[Cd].BrCC(OC1=NN(C=C1)C(C)=O)C 1-[3-(2-bromo-1-methyl-ethoxy)pyrazol-1-yl]Ethanone cadmium